ClC1=C(C=CC=C1)N1C(=NN=C1)C1=CC=CC(=N1)N1CC=2C(=NC(=CC2C1=O)N(C)C(C)C)CNC 2-(6-(4-(2-chlorophenyl)-4H-1,2,4-triazol-3-yl)pyridin-2-yl)-6-(isopropyl(methyl)amino)-4-((methylamino)methyl)-2,3-dihydro-1H-pyrrolo[3,4-c]pyridin-1-one